FC(C(=O)N[C@H](C(=O)N1[C@@H]([C@H]2C([C@H]2C1)(C)C)C(=O)OC)C(C)(C)C)F methyl (1r,2S,5S)-3-((S)-2-(2,2-difluoroacetamido)-3,3-dimethylbutyryl)-6,6-dimethyl-3-azabicyclo[3.1.0]hexane-2-carboxylate